methylbenzopyran CC1OC2=C(C=C1)C=CC=C2